(E)-3-[3-[(2,4-Difluorophenoxy)methyl]-4-methoxyphenyl]-1-(2,4-dihydroxyphenyl)prop-2-en-1-one FC1=C(OCC=2C=C(C=CC2OC)/C=C/C(=O)C2=C(C=C(C=C2)O)O)C=CC(=C1)F